(1S)-1-[6-(trifluoromethyl)pyridin-3-yl]ethane-1-amine FC(C1=CC=C(C=N1)[C@H](C)N)(F)F